N-((1s,4s)-4-methoxycyclohexyl)-2-(pyridin-3-yl)-1H-pyrrolo[3,2-c]pyridin-6-amine COC1CCC(CC1)NC1=CC2=C(C=N1)C=C(N2)C=2C=NC=CC2